FC=1C=C2C(=C(NC2=CC1)C(=O)OCC)C=1N=NN(C1)CC1CCN(CC1)CCNS(=O)(=O)C1=CC=C(C=C1)C ethyl 5-fluoro-3-(1-((1-(2-((4-methylphenyl)sulfonamido)ethyl)piperidin-4-yl)methyl)-1H-1,2,3-triazol-4-yl)-1H-indole-2-carboxylate